O1CCC(=CC1)C1=NC2=CC=C(C=C2C=C1)C=O 2-(3,6-dihydro-2H-pyran-4-yl)quinoline-6-carbaldehyde